tert-butyl (S)-[1-(3-fluoro-4-nitrobenzoyl)piperidin-3-yl]carbamate FC=1C=C(C(=O)N2C[C@H](CCC2)NC(OC(C)(C)C)=O)C=CC1[N+](=O)[O-]